COC1=C(C=C(C=C1)OC1=C(C=CC=C1)C)N1C(NC(=CC1=O)C(F)(F)F)=O 3-[2-Methoxy-5-(2-methylphenoxy)phenyl]-6-(trifluoromethyl)pyrimidine-2,4(1H,3H)-dione